6-(3-(3-cyclopropyl-1H-indazol-5-yl)imidazo[1,2-b]pyridazin-6-yl)-2-oxa-6-azaspiro[3.4]octane C1(CC1)C1=NNC2=CC=C(C=C12)C1=CN=C2N1N=C(C=C2)N2CC1(COC1)CC2